ClC1=CC(=C(C(=N1)NC=1C=NN(C1)C(F)F)[N+](=O)[O-])NC(OC(C)(C)C)=O tert-butyl (6-chloro-2-((1-(difluoromethyl)-1H-pyrazol-4-yl)amino)-3-nitropyridin-4-yl)carbamate